(1R,2S,5S)-3-(2-(3-acetyl-7-methyl-5-(2-methylpyrimidin-5-yl)-1H-indazol-1-yl)acetyl)-3-azabicyclo[3.1.0]hexane-2-carboxylic acid C(C)(=O)C1=NN(C2=C(C=C(C=C12)C=1C=NC(=NC1)C)C)CC(=O)N1[C@@H]([C@@H]2C[C@@H]2C1)C(=O)O